sodium galacturonate O=C[C@H](O)[C@@H](O)[C@@H](O)[C@H](O)C(=O)[O-].[Na+]